(4-ethoxybenzoyl)germanium C(C)OC1=CC=C(C(=O)[Ge])C=C1